3-((5-(bromomethyl)-2-fluorophenoxy)methyl)benzoic acid BrCC=1C=CC(=C(OCC=2C=C(C(=O)O)C=CC2)C1)F